FC1=C(CNC(=O)C=2C(C(=C3N(CCN(C3=O)C)C2)O)=O)C=CC(=C1)F N-(2,4-Difluorobenzyl)-9-hydroxy-2-methyl-1,8-dioxo-1,3,4,8-tetrahydro-2H-pyrido[1,2-a]pyrazine-7-carboxamide